C(C)(=O)OC1=C(C=C(C=C1)C(CBr)=O)COC(C)=O 1-{4-(acetoxy)-3-[(acetoxy)methyl]phenyl}-2-bromoethanone